C(C)(C)(C)OC(N(C)C1CCN(CC1)C=1C=NC(=CC1)N)=O (1-(6-aminopyridin-3-yl)piperidin-4-yl)(methyl)carbamic acid tert-butyl ester